(S)-2-amino-4-(3,5-dioxo-1,2,4-oxadiazolidin-2-yl)butyric acid N[C@H](C(=O)O)CCN1OC(NC1=O)=O